tert-butyl (S)-(2-ethoxypropyl)carbamate C(C)O[C@H](CNC(OC(C)(C)C)=O)C